C(C)C(C(=O)N)(CC)OC=1C=C2C=C(C=NC2=C(C1)C)C#C ethyl-2-[(3-ethynyl-8-methyl-6-quinolyl)oxy]butanamide